N-benzyl-N-(methoxymethyl)-N-trimethylsilylmethylamine COCN(CC1=CC=CC=C1)C[Si](C)(C)C